(R)-3-hydroxy-1-methyl-3-(3-(3-(1-(tetrahydro-2H-pyran-2-yl)-1H-pyrazolo[4,3-b]pyridin-5-yl)phenyl)isoxazol-5-yl)pyrrolidin-2-one O[C@@]1(C(N(CC1)C)=O)C1=CC(=NO1)C1=CC(=CC=C1)C1=CC=C2C(=N1)C=NN2C2OCCCC2